C(CCC)SC1=C(C(OC2=CC(=C(C=C12)[N+](=O)[O-])N(CC)CC)=O)C=O 4-(butylthio)-7-(diethylamino)-6-nitro-2-oxo-2H-chromene-3-formaldehyde